NC1C(C(C1(C)C)OC1=C2C=CC=NC2=C(C=C1)C#N)(C)C 5-((1r,3r)-3-amino-2,2,4,4-tetramethylcyclobutyloxy)quinoline-8-carbonitrile